O[C@H]1C[C@H](C1)S(=O)(=O)N(C)C cis-3-hydroxy-N,N-dimethylcyclobutane-1-sulfonamide